di(2-ethylhexyl) 1-(N,N'-di(2-ethylhexyl) amino)-1-ethylphosphonate C(C)C(CN(CC(CCCC)CC)C(C)P(OCC(CCCC)CC)(OCC(CCCC)CC)=O)CCCC